Cl.FC(C1=CC=C(C=C1)N1C2=C(N[C@H](C1)CN)N=CC=C2)(F)F (S)-(1-(4-(trifluoromethyl)phenyl)-1,2,3,4-tetrahydropyrido[2,3-b]pyrazin-3-yl)methanamine hydrochloride